succinimide 3-(2-pyridyl-dithio)-propionate N1=C(C=CC=C1)SSCCC(=O)O.C1(CCC(N1)=O)=O